ClC=1N(N=C2C(N(N=CC21)[C@@H]2[C@@H](C2)C(F)F)=O)CC2=C(C=CC=C2)F 3-chloro-6-[(1S,2R)-2-(difluoromethyl)cyclopropyl]-2-[(2-fluorophenyl)methyl]pyrazolo[3,4-d]pyridazin-7-one